tert-butyl 5-nitroso-2-((benzyloxycarbonyl)oxy)benzoate N(=O)C=1C=CC(=C(C(=O)OC(C)(C)C)C1)OC(=O)OCC1=CC=CC=C1